C(#N)C=1C=CC=C2C=CC(=NC12)C12CCC(CC1)(CC2)OCC=2C(=NOC2C2CC2)C2=C(C=NC=C2Cl)Cl 8-Cyano-2-(4-((5-cyclopropyl-3-(3,5-dichloropyridin-4-yl)isoxazol-4-yl)methoxy)bicyclo[2.2.2]octan-1-yl)chinolin